FC([C@H]([C@]1(CN(CC1)C(C)(C)C=1C=NC(=CC1)C)CCC=1SC(=CC1)F)NC(=O)N)(F)F |o1:3| 1-((S)-2,2,2-trifluoro-1-((R or S)-3-(2-(5-fluoro-thiophen-2-yl)ethyl)-1-(2-(6-methylpyridin-3-yl)propan-2-yl)pyrrolidin-3-yl)ethyl)urea